t-butyl N-[6-bromo-5-(trifluoromethyl)-3-pyridinyl]-N-t-butoxycarbonyl-carbamate BrC1=C(C=C(C=N1)N(C(OC(C)(C)C)=O)C(=O)OC(C)(C)C)C(F)(F)F